C(C)(C)(C)OC(=O)N1CCCC1 (S)-1-(tert-butoxycarbonyl)pyrrolidine